(3-((Tert-butoxycarbonyl)amino)propyl)lysine tert-Butyl-4,4'-bipiperidine-1-carboxylate C(C)(C)(C)C1N(CCC(C1)C1CCNCC1)C(=O)O.C(C)(C)(C)OC(=O)NCCCN[C@@H](CCCCN)C(=O)O